3-hydroxy-4-hydroxypyridine OC=1C=NC=CC1O